benzyl [6-({2-[(α-D-mannopyranosyl)oxy]ethyl} amino)-6-oxohexyl]carbamate [C@H]1([C@@H](O)[C@@H](O)[C@H](O)[C@H](O1)CO)OCCNC(CCCCCNC(OCC1=CC=CC=C1)=O)=O